CN(CCCNC(C1=CC=C(C=C1)C1=NC2=CC=CN=C2C(=C1)O)=O)C N-(3-(dimethylamino)propyl)-4-(4-hydroxy-1,5-naphthyridin-2-yl)benzamide